ClC1=CC=C2C(=N1)N=C(O2)N[C@H]2CNCCC2 5-Chloro-N-[(3R)-3-piperidyl]oxazolo[4,5-b]pyridin-2-amine